NC1=C(C(=O)OCC)C(=C(C(=C1F)Br)Cl)F ethyl 2-amino-4-bromo-5-chloro-3,6-difluorobenzoate